BrC1=CC=C(C2=C1N(N=N2)C)N2CCN(CC2)C(=O)OC(C)(C)C tert-butyl 4-(7-bromo-1-methyl-1,2,3-benzotriazol-4-yl)piperazine-1-carboxylate